CC(=O)N[C@@H]1[C@H]([C@@H]([C@H](O[C@H]1NC(=O)C[C@@H](C(=O)O)N)CO)O[C@H]2[C@@H]([C@H]([C@@H]([C@H](O2)CO)O[C@H]3[C@H]([C@H]([C@@H]([C@H](O3)CO[C@@H]4[C@H]([C@H]([C@@H]([C@H](O4)CO[C@@H]5[C@H]([C@H]([C@@H]([C@H](O5)CO)O)O)O)O)O[C@@H]6[C@H]([C@H]([C@@H]([C@H](O6)CO)O)O)O)O)O)O[C@@H]7[C@H]([C@H]([C@@H]([C@H](O7)CO)O)O)O)O)O)NC(=O)C)O The molecule is a glucosaminoglycan consisting of L-asparagine having the heptasaccharide alpha-D-Man-(1->3)-[alpha-D-Man-(1->3)-[alpha-D-Man-(1->6)]-alpha-D-Man-(1->6)]-beta-D-Man-(1->4)-beta-D-GlcNAc-(1->4)-beta-D-GlcNAc attached at the N(4)-position It is a N(4)-glycosyl-L-asparagine, a glucosamine oligosaccharide and a glucosaminoglycan. It derives from an alpha-D-Manp-(1->3)-[alpha-D-Manp-(1->3)-[alpha-D-Manp-(1->6)]-alpha-D-Manp-(1->6)]-beta-D-Manp-(1->4)-beta-D-GlcpNAc-(1->4)-beta-D-GlcpNAc.